6-(2,4-dimethoxypyrimidin-5-yl)-8-[(1S,2S)-2-[2-(trifluoromethyl)-4-pyridyl]cyclopropyl]imidazo[1,2-b]pyridazine COC1=NC=C(C(=N1)OC)C=1C=C(C=2N(N1)C=CN2)[C@@H]2[C@H](C2)C2=CC(=NC=C2)C(F)(F)F